COCCOCC1N(CCOC1)C(=O)OC(C)(C)C tert-Butyl 3-((2-methoxyethoxy)methyl)morpholine-4-carboxylate